(Z)-N-((4-amino-2-methylpyrimidin-5-yl)methyl)-N-(5-hydroxy-3-(pent-3-yldisulfanyl)pent-2-en-2-yl)carboxamide NC1=NC(=NC=C1CN(C=O)\C(\C)=C(\CCO)/SSC(CC)CC)C